ClC1=C(C=CC=C1)CCCN 2-Chlorobenzenepropanamine